iminoborane N=B